4-Methoxy-3-(1,1,1-trifluoropropan-2-yl)pyrazolo[1,5-c]pyrimidin-5-amine COC=1C=2N(C=NC1N)N=CC2C(C(F)(F)F)C